ClC=1C(=NC=C(C1)C(F)(F)F)N1CC(CC1)(C)NC(OC(C)(C)C)=O tert-butyl (1-(3-chloro-5-(trifluoromethyl)pyridin-2-yl)-3-methylpyrrolidin-3-yl)carbamate